7-bromo-4-(trifluoromethyl)-2,5,6,7-tetrahydro-3H-cyclopenta[c]pyridazin-3-one BrC1CCC=2C1=NNC(C2C(F)(F)F)=O